C(C1=CC=CC=C1)OC1=C(N(C=C(C1=O)C(NCC1=C(C=C(C=C1)F)F)=O)N(C(=O)OC(C)(C)C)C(C)C=C)C(=O)OC methyl 3-(benzyloxy)-1-(but-3-en-2-yl(tert-butoxycarbonyl)amino)-4-oxo-5-((2,4-difluorobenzyl)carbamoyl)-1,4-dihydropyridine-2-carboxylate